BrC=1C(=C2C(=NC1)NC=C2)Cl 5-bromo-4-chloro-1H-pyrrolo[2,3-b]pyridine